C1(=CC=CC=C1)C(=N)C1=CC=CC=C1 diphenyl-methanimine